5-benzyl-bornene C(C1=CC=CC=C1)C1C2C=CC(C1)(C2(C)C)C